C(CCCCCCCCCCCCCCCCC)(=O)NCCN monostearoyl-ethylenediamine